The molecule is an inositol phosphomannosylinositol phosphophytoceramide(2-) having a tetracosanoyl group attached to the ceramide nitrogen, hydroxylation at C-4 of the long-chain base, and no additional hydroxylation of the very-long-chain fatty acid. It is a conjugate base of an Ins-1-P-6-Man-beta1-2-Ins-1-P-Cer(t18:0/24:0). CCCCCCCCCCCCCCCCCCCCCCCC(=O)N[C@@H](COP(=O)([O-])O[C@@H]1[C@@H]([C@@H]([C@H]([C@@H]([C@H]1O[C@H]2[C@H]([C@H]([C@@H]([C@H](O2)COP(=O)([O-])OC3[C@@H]([C@H](C([C@H]([C@H]3O)O)O)O)O)O)O)O)O)O)O)O)[C@@H](C(CCCCCCCCCCCCCC)O)O